C(C)(C)(C)OC(=O)N(C(C(=O)OC)CN1C(=CC(=C1)Br)C=O)C(=O)OC(C)(C)C methyl 2-(bis(tert-butoxycarbonyl)amino)-3-(4-bromo-2-formyl-1H-pyrrol-1-yl)propanoate